(2-benzothiazolyl)-1,3-benzenediol S1C(=NC2=C1C=CC=C2)C2=C(C=CC=C2O)O